O1C(=CC=C1)C(=O)[O-] Furoat